Cl.Cl.CNCCOCC1=NC2=CC=C(C=C2C(N1CC(C)(C)C)=O)C(F)(F)F 2-((2-(methylamino)ethoxy)methyl)-3-neopentyl-6-(trifluoromethyl)quinazolin-4(3H)-one bis-hydrochloride salt